FC1=C(CN2C=CC3=C(C=C(C=C23)C2=CN(C3=C(N=CC=C32)O)C)NS(=O)(=O)CC)C=CC=C1F N-(1-(2,3-difluorobenzyl)-6-(7-hydroxy-1-methyl-1H-pyrrolo[2,3-c]pyridin-3-yl)-1H-indol-4-yl)ethanesulfonamide